C1(CCC1)C1=NOC(=N1)CSC1=NC(=CC=N1)C 2-{[(3-cyclobutyl-1,2,4-oxadiazol-5-yl)methyl]sulfanyl}-6-methylpyrimidin